C(C)(C)(C)OC(C[C@@H]1[C@@H](CN(CC1)C(=O)OCC1=CC=CC=C1)C)=O benzyl (3S,4R)-4-(2-tert-butoxy-2-oxo-ethyl)-3-methyl-piperidine-1-carboxylate